2,2-difluoro-2-(8-((4-methoxybenzyl)oxy)-1,4-dioxaspiro[4.5]decan-8-yl)acetaldehyde FC(C=O)(C1(CCC2(OCCO2)CC1)OCC1=CC=C(C=C1)OC)F